manganese (2-ethyl hexanoate) C(C)C(C(=O)[O-])CCCC.[Mn+2].C(C)C(C(=O)[O-])CCCC